N-((5-(tert-butyl)benzofuran-7-yl)sulfonyl)-5-(1H-pyrazol-1-yl)quinoline-2-carboxamide C(C)(C)(C)C=1C=C(C2=C(C=CO2)C1)S(=O)(=O)NC(=O)C1=NC2=CC=CC(=C2C=C1)N1N=CC=C1